Methyl 2-(2-(((tert-butoxycarbonyl)(2-(4-methoxyphenyl)cyclopropyl)amino)methyl)-5,6-dihydroimidazo[1,2-a]pyrazin-7(8H)-yl)pyrimidine-5-carboxylate C(C)(C)(C)OC(=O)N(C1C(C1)C1=CC=C(C=C1)OC)CC=1N=C2N(CCN(C2)C2=NC=C(C=N2)C(=O)OC)C1